((1r,3r)-3-((4-(2-fluoro-2-(phenylsulfonyl)vinyl)pyridin-2-yl)oxy)cyclobutoxy)piperidine-1-carboxylic acid tert-butyl ester C(C)(C)(C)OC(=O)N1C(CCCC1)OC1CC(C1)OC1=NC=CC(=C1)C=C(S(=O)(=O)C1=CC=CC=C1)F